BrC1=CN=C(S1)C1=NC(=CN1)C(F)(F)F 5-bromo-2-[5-(trifluoromethyl)-3H-imidazol-2-yl]-1,3-thiazole